1-(4-(2-(3,4-dimethoxyphenyl)-3-isopropyl-1H-indol-5-yl)piperidin-1-yl)-2-(methylamino)ethan-1-one COC=1C=C(C=CC1OC)C=1NC2=CC=C(C=C2C1C(C)C)C1CCN(CC1)C(CNC)=O